ClC1=C(C#N)C=CC=C1N1C=NC(=C1)C1=NC(=NC=C1C(F)(F)F)NC1CCN(CC1)S(=O)(=O)C 2-Chloro-3-(4-(2-((1-(methylsulfonyl)piperidin-4-yl)amino)-5-(trifluoromethyl)pyrimidin-4-yl)-1H-imidazol-1-yl)benzonitrile